1,2-dipropylpyrrolium fluoride [F-].C(CC)[NH+]1C(=CC=C1)CCC